isoxazole-3-carbonitrile O1N=C(C=C1)C#N